CON=C1NC2=C(C=C(C=C2C(N1CC=1C=NN(C1)C)=O)S(=O)(=O)NC1(CC1)C)N1C[C@H](N(CC1)C(=O)C1(CC1)C)C 2-methoxyimino-N-(1-methylcyclopropyl)-3-[(1-methylpyrazol-4-yl)methyl]-4-oxo-8-[(3R)-3-methyl-4-(1-methylcyclopropanecarbonyl)piperazin-1-yl]-1H-quinazoline-6-sulphonamide